ClC1=C(C=C(C=C1)F)C1NC(C2=C1C(=CC1=C(N(N=C21)C)C(C)O)C2=C(C(=O)N)C=C(C=C2F)C(F)(F)F)=O (6-(2-chloro-5-fluorophenyl)-3-(1-hydroxyethyl)-2-methyl-8-oxo-2,6,7,8-tetrahydropyrrolo[3,4-g]indazol-5-yl)-3-fluoro-5-(trifluoromethyl)benzamide